NC1=C(C=C(C=N1)C=1C=C2N(N1)CC[C@]21CN(CC1)C(=O)NCC)O[C@H](C)C1=NN(C=C1)C (3R)-2'-{6-amino-5-[(1R)-1-(1-methyl-1H-pyrazol-3-yl)ethoxy]pyridin-3-yl}-N-ethyl-5',6'-dihydrospiro[pyrrolidine-3,4'-pyrrolo[1,2-b]pyrazole]-1-carboxamide